3-(4-methoxyphenyl)-3-phenyl-4-(4-(trifluoromethyl)phenyl)-3,4-dihydrobenzo[f]quinoline COC1=CC=C(C=C1)C1(N(C=2C=CC3=C(C2C=C1)C=CC=C3)C3=CC=C(C=C3)C(F)(F)F)C3=CC=CC=C3